methyl 2-isopropyl-4-[[4-(trifluoromethyl)phenyl]methyl]indazole-3-carboxylate C(C)(C)N1N=C2C=CC=C(C2=C1C(=O)OC)CC1=CC=C(C=C1)C(F)(F)F